CN1C(=NN=C1)SC(C)C=1C=C(C=CC1)NC(=O)C1=NC2=CC=CN=C2C=C1 N-(3-(1-((4-Methyl-4H-1,2,4-triazol-3-yl)thio)ethyl)phenyl)-1,5-naphthyridine-2-carboxamide